2-methyl-1-(oct-3-yloxy)undec-1-ene 3,4-Dichlorobenzyl-((2S)-2-(((tetrahydro-2H-pyran-2-yl)oxy)carbamoyl)chroman-8-yl)carbamate ClC=1C=C(CN(C(O)=O)C=2C=CC=C3CC[C@H](OC23)C(NOC2OCCCC2)=O)C=CC1Cl.CC(=COC(CC)CCCCC)CCCCCCCCC